9-amino-7-bromo-3,4-dihydroacridin-1(2H)-one NC=1C2=CC(=CC=C2N=C2CCCC(C12)=O)Br